sodium acryl-amide C(C=C)(=O)N.[Na]